3-methoxypentan-4-yn-1-ol COC(CCO)C#C